C(C)OC(=O)C=1N(C2=CC(=CC(=C2C1)NC1=CC(=C(C(=C1)OC)OC)OC)Cl)C 1-methyl-4-((3,4,5-trimethoxyphenyl)amino)-6-chloro-1H-indole-2-carboxylic acid ethyl ester